FC(C=1C=C(COC2=CC=3C4=C(NC3C=C2)C(CC4)CC(=O)O)C=C(C1)C(F)(F)F)(F)F 2-(7-(3,5-bis(trifluoromethyl)benzyloxy)-1,2,3,4-tetrahydrocyclopenta[b]indol-3-yl)acetic acid